ClC=1C=C(C=CC1F)NC(=O)C1=C2CC(C(C2=C(C=C1)F)NC([O-])=O)OC N-(4-((3-chloro-4-fluorophenyl)carbamoyl)-7-fluoro-2-methoxy-2,3-dihydro-1H-inden-1-yl)carbamate